BrC=1C=CC=2N(C1)N=CC2C=2C=C1C=CN=CC1=CC2 6-(6-bromopyrazolo[1,5-a]pyridin-3-yl)isoquinoline